arachidyl laurate C(CCCCCCCCCCC)(=O)OCCCCCCCCCCCCCCCCCCCC